FC(OC1=CC=CC2=CN([C@H]3C=4N(C(=C21)C3)C3=C(N4)C=CC(=C3)C#CC3CNCCC3)C([2H])([2H])[2H])F (7R,14R)-1-(difluoromethoxy)-6-(methyl-d3)-11-(piperidin-3-ylethynyl)-6,7-dihydro-7,14-methanobenzo[f]benzo[4,5]imidazo[1,2-a][1,4]diazocin